4-(4-chlorophenyl)-7-{[2-(1-methylpyrazol-4-yl)-4-pyridyl]oxy}-2,3-dihydro-1,4-benzoxazepin-5-one ClC1=CC=C(C=C1)N1CCOC2=C(C1=O)C=C(C=C2)OC2=CC(=NC=C2)C=2C=NN(C2)C